4-(4-(4-chloronaphthalen-1-yl)phenyl)-2,6-diphenylpyrimidine ClC1=CC=C(C2=CC=CC=C12)C1=CC=C(C=C1)C1=NC(=NC(=C1)C1=CC=CC=C1)C1=CC=CC=C1